N1CC(C1)N1CCN(CC1)C=1C=C2CN(C(C2=CC1)=O)C1C(NC(CC1)=O)=O 3-(5-(4-(azetidin-3-yl)piperazin-1-yl)-1-oxoisoindolin-2-yl)piperidine-2,6-dione